S1(C2=C(OC3(CN1)CCN(CC3)C(=O)OC(C)(C)C)N=CC=C2)(=O)=O tert-Butyl 2',3'-dihydrospiro[piperidine-4,4'-pyrido[2,3-b][1,4,5]oxathiazepine]-1-carboxylate 1',1'-dioxide